N(=[N+]=[N-])[C@@H]1CC[C@H](OC1O)[C@H](C)N(C(OCC1=CC=CC=C1)=O)C benzyl N-[(1S)-1-[(2S,5R)-5-azido-6-hydroxy-tetrahydropyran-2-yl]ethyl]-N-methyl-carbamate